FC1=CC=CC=2N(C(NC21)=O)C 4-fluoro-1-methyl-1,3-dihydro-2H-benzo[d]imidazol-2-one